2-Amino-N-[(2S)-butan-2-yl]-6-(1-{(1S)-1-[6-(trifluoromethyl)pyridin-3-yl]propyl}-1H-pyrazol-4-yl)[1,2,4]triazolo[1,5-a]pyridine-8-carboxamide NC1=NN2C(C(=CC(=C2)C=2C=NN(C2)[C@@H](CC)C=2C=NC(=CC2)C(F)(F)F)C(=O)N[C@@H](C)CC)=N1